C1(=CCCC1)C1=C(C2=C(C=3C(=NN(C3C=C2)C2OCCCC2)F)CCC1)C1=CC=C(C=C1)N1CCC(CC1)C(OC)OC 7-(cyclopenten-1-yl)-6-[4-[4-(dimethoxymethyl)-1-piperidyl]phenyl]-1-fluoro-3-tetrahydropyran-2-yl-9,10-dihydro-8H-cyclohepta[e]indazole